(S)- and (R)-3-(2-((4-cyanophenethyl)amino)-2-phenylacetyl)-N-((R)-1,1,1-trifluoropropan-2-yl)-1H-indole-6-carboxamide C(#N)C1=CC=C(CCN[C@H](C(=O)C2=CNC3=CC(=CC=C23)C(=O)N[C@@H](C(F)(F)F)C)C2=CC=CC=C2)C=C1 |&1:9|